Acetyl-Imidazole C(C)(=O)C=1NC=CN1